2-((1-methyl-1H-pyrazolo[3,4-d]pyrimidin-4-yl)amino)-4-((2-phenoxyethyl)(4-(5,6,7,8-tetrahydro-1,8-naphthyridin-2-yl)butyl)amino)butanoic acid CN1N=CC=2C1=NC=NC2NC(C(=O)O)CCN(CCCCC2=NC=1NCCCC1C=C2)CCOC2=CC=CC=C2